COC1=C(OC2=CC(=CC=C2C1=O)OC)C1=CC(=C(C(=C1)OC)OC)OC 3,7-dimethoxy-2-(3,4,5-trimethoxyphenyl)-4H-chromen-4-one